N=1C=CN2N=C(C=CC21)C2=CNC=1N=C(N=C(C12)OC)N[C@@H](C(F)(F)F)C (R)-5-(imidazo[1,2-b]pyridazin-6-yl)-4-methoxy-N-(1,1,1-trifluoropropan-2-yl)-7H-pyrrolo[2,3-d]pyrimidin-2-amine